2-{[(2S)-4-{6-[(4-chloro-2-fluorobenzyl)oxy]pyridin-2-yl}-2-methylpiperazin-1-yl]methyl}-1-(1,3-oxazol-2-ylmethyl)-1H-benzimidazole-6-carboxylic acid ClC1=CC(=C(COC2=CC=CC(=N2)N2C[C@@H](N(CC2)CC2=NC3=C(N2CC=2OC=CN2)C=C(C=C3)C(=O)O)C)C=C1)F